CC(C)(CCC(C)(C(C)(C)C)C)C(C)(C)C 2,5-dimethyl-2,5-bis(1,1-dimethylethyl)hexane